tert-butyl 7-(hydroxymethyl)-4-oxo-4,5-dihydro-1H-pyrazolo[4,3-c]quinoline-1-carboxylate OCC=1C=CC=2C3=C(C(NC2C1)=O)C=NN3C(=O)OC(C)(C)C